[Cl-].C(C)C[N+](C)(C)C(C)=O ethylacetyltrimethylammonium chloride